C(C1=CC=CC=C1)OC(=O)N[C@@H](CSC1(C2CC(C(C1)C2)(C)C)C)C(=O)OCC ethyl N-((benzyloxy)carbonyl)-S-(2,5,5-trimethylbicyclo[2.2.1]heptan-2-yl)cysteinate